2-bromo-N-(4-methylbenzyl)acetamide CC1=CC=C(C=C1)CNC(=O)CBr